2-(3,5-Difluoro-2-pyridyl)-2-methyl-propionitrile FC=1C(=NC=C(C1)F)C(C#N)(C)C